BrC=1C(=C(CNCCCNC2=CC(C3=C(N2)C=CS3)=O)C=C(C1)SC)OCCC=1C=NC=CC1 5-{3-[3-bromo-5-methylsulfanyl-2-(2-pyridin-3-yl-ethoxy)-benzylamino]-propylamino}-4H-thieno[3,2-b]pyridin-7-one